CC1=C(C=NC=2OCCNC21)N2CC=1C=C(N=CC1CC2)NC2=CC=C(C=C2)CN2N=CN=C2 6-{8-methyl-1H,2H,3H-pyrido[2,3-b][1,4]oxazin-7-yl}-N-{4-[(1H-1,2,4-triazol-1-yl)methyl]phenyl}-5,6,7,8-tetrahydro-2,6-naphthyridin-3-amine